C(C=C)(=O)O.C1(NN=CC2=CC=CC=C12)=O phthalazinone acrylate